trans-4-(2-((R)-4-(benzo[B]thiophen-4-yl)-2-methylpiperazin-1-yl)ethyl)cyclohexane-1-amine S1C2=C(C=C1)C(=CC=C2)N2C[C@H](N(CC2)CC[C@@H]2CC[C@H](CC2)N)C